N-{(5R)-8-Chloro-1-[trans-4-(pyridin-2-yloxy)cyclohexyl]-5,6-dihydro-4H-[1,2,4]triazolo[4,3-a][1]benzazepin-5-yl}cyclopropancarboxamid ClC=1C=CC2=C(C[C@H](CC=3N2C(=NN3)[C@@H]3CC[C@H](CC3)OC3=NC=CC=C3)NC(=O)C3CC3)C1